N-[(1R)-1-[6-(4-methylpiperazin-1-yl)pyridin-2-yl]ethyl]propionamide bismuth rubidium lithium phosphate P(=O)([O-])([O-])[O-].[Li+].[Rb+].[Bi+3].CN1CCN(CC1)C1=CC=CC(=N1)[C@@H](C)NC(CC)=O